C(=O)O.C(C)OC1CCC(CC1)N1N=C(C(=C1)NC(=O)C=1OC(=CC1)C=1C=NNC1)C1=NC=CC=C1F N-(1-((1r,4r)-4-ethoxycyclohexyl)-3-(3-fluoropyridin-2-yl)-1H-pyrazol-4-yl)-5-(1H-pyrazol-4-yl)furan-2-carboxamide formate